Cl.C1(CC1)C=1C=C2CNCC2=CC1 5-cyclopropylisoindoline hydrochloride